CC=1C=C(N=NC1N1CC=2C=C(C=NC2CC1)C([2H])([2H])[2H])C(=O)NCC1=CC=NC=C1 5-methyl-6-(3-(methyl-d3)-7,8-dihydro-1,6-naphthyridin-6(5H)-yl)-N-(pyridin-4-ylmethyl)pyridazine-3-carboxamide